N-[2-fluoro-4-methyl-5-(4,4,5,5-tetramethyl-1,3,2-dioxaborolan-2-yl)phenyl]-2-(trifluoromethyl)pyridine-4-carboxamide FC1=C(C=C(C(=C1)C)B1OC(C(O1)(C)C)(C)C)NC(=O)C1=CC(=NC=C1)C(F)(F)F